C1(=CC=CC=C1)CC(=O)N[C@@H](C)C1=NC(=NO1)C1=CC(=NC=C1)C(F)(F)F (S)-2-phenyl-N-(1-(3-(2-(trifluoromethyl)pyridin-4-yl)-1,2,4-oxadiazol-5-yl)ethyl)acetamide